NC1=NC=C(C2=C1C(=C(S2)C2=C(C=C(C=C2)NC(C(=C)C)=O)C)C2=CC(=C(C=C2)OC2=NC=CC(=N2)C)F)C=2C=NN(C2)CCN(C)C N-(4-(4-amino-7-(1-(2-(dimethylamino)ethyl)-1H-pyrazol-4-yl)-3-(3-fluoro-4-((4-methylpyrimidin-2-yl)oxy)phenyl)thieno[3,2-c]pyridin-2-yl)-3-methylphenyl)methacrylamide